Ethyl 6-(2-(((2S,4R)-1-((S)-2-(1-fluorocyclopropanecarboxamido)-3,3-dimethylbutanoyl)-4-hydroxypyrrolidine-2-carboxamido)methyl)-5-(4-methylthiazol-5-yl)phenoxy)hexanoate FC1(CC1)C(=O)N[C@H](C(=O)N1[C@@H](C[C@H](C1)O)C(=O)NCC1=C(OCCCCCC(=O)OCC)C=C(C=C1)C1=C(N=CS1)C)C(C)(C)C